C(C)OC(=O)C=1SC2=C(C1)C(=C(C(=C2)OC)O)C=O 4-Formyl-5-hydroxy-6-methoxy-1-benzothiophene-2-carboxylic acid ethyl ester